3-(1-benzyl-2,2-dioxo-1,3-dihydro-2,1-benzothiazol-3-yl)propionitrile C(C1=CC=CC=C1)N1S(C(C2=C1C=CC=C2)CCC#N)(=O)=O